C(C)OC(\C=C(\C(F)(F)F)/N)=O Ethyl-(2Z)-3-amino-4,4,4-trifluorobut-2-enoat